C(=O)(OC(C)(C)C)NC1CC2(CCC2)C1 6-(BOC-amino)spiro[3.3]heptane